CN(CCC=O)C 3-dimethylamino-propan-1-one